CN(CCC[C@@H](C(C)C)N1CC2(C1)CN(CC2)C2=C(N=NC=C2)OC2=C(C(=O)N(C(C)C)CC)C=C(C=C2)F)C (S)-2-((4-(2-(6-(dimethylamino)-2-methylhexan-3-yl)-2,6-diazaspiro[3.4]octan-6-yl)pyridazin-3-yl)oxy)-N-ethyl-5-fluoro-N-isopropylbenzamide